2,2-difluoroethyl 3-{[(2E)-3-[(3-fluoro-4-methoxyphenyl)(imino)oxo-λ6-sulfanyl]prop-2-en-1-yl]carbamoyl}-2-oxo-1,2,5,6,7,8-hexahydro-1,6-naphthyridine-6-carboxylate FC=1C=C(C=CC1OC)S(/C=C/CNC(=O)C=1C(NC=2CCN(CC2C1)C(=O)OCC(F)F)=O)(=O)=N